C(C)C1(COC1)COCC(CCCC)CC 3-ethyl-3-[(2-ethylhexyloxy)methyl]oxetane